Sodium 1-(4,4-difluoro-1-piperidinyl) cyclopropanecarboxylate C1(CC1)C(=O)ON1CCC(CC1)(F)F.[Na]